(2-((1R,2R)-2-aminocyclohexyl)-5-chloro-7-((thiophen-2-ylmethyl)amino)thieno[3,2-b]pyridin-3-yl)methanol N[C@H]1[C@@H](CCCC1)C1=C(C2=NC(=CC(=C2S1)NCC=1SC=CC1)Cl)CO